NC1=NC=2C=NC(=CC2C2=C1N=CN=C2)C(=O)N2[C@H](COCC2)C2=CC=C(C=C2)C(F)(F)F (5-Aminopyrimido[4,5-c][1,7]naphthyridin-9-yl)((3S)-3-(4-(trifluoromethyl)phenyl)-4-morpholinyl)methanone